NC(=O)C1=CC=CC2=CN(N=C12)C1=CC=C(C=C1)NC(=O)[C@H]1[NH+](CCC1)C (2S)-2-[({4-[7-(aminocarbonyl)-2H-indazole-2-yl]phenyl}amino)carbonyl]-1-methylpyrrolidinium